6-(4,4,5,5-tetramethyl-1,3,2-dioxaborolan-2-yl)isoindoline CC1(OB(OC1(C)C)C1=CC=C2CNCC2=C1)C